1-(2-nitro-4-chlorophenyl)pyrrolidin-2-one methyl-3-(8-acetyl-2-oxo-1,8-diazaspiro[4.5]decan-3-yl)-2-((S)-2-(5-chloro-1H-indole-2-carboxamido)-3-cyclohexylpropanamido)propanoate COC(C(CC1C(NC2(C1)CCN(CC2)C(C)=O)=O)NC([C@H](CC2CCCCC2)NC(=O)C=2NC1=CC=C(C=C1C2)Cl)=O)=O.[N+](=O)([O-])C2=C(C=CC(=C2)Cl)N2C(CCC2)=O